1,3-bis(diphenylphosphino)propane palladium dichloride [Pd](Cl)Cl.C1(=CC=CC=C1)P(CCCP(C1=CC=CC=C1)C1=CC=CC=C1)C1=CC=CC=C1